NC1=C(C=C(C=C1)NC(C1=C(C=C(C(=C1)Cl)C(F)(F)F)C1CCOC2=CC=C(C=C12)F)=O)F N-(4-amino-3-fluorophenyl)-5-chloro-2-(6-fluoro-chroman-4-yl)-4-(trifluoromethyl)benzamide